(E)-3-((1-ethyl-3,3-dimethyl-indol-2-ylidene)methyl)-4-hydroxycyclobutane-3-ene-1,2-dione C(C)N1\C(\C(C2=CC=CC=C12)(C)C)=C\C=1C(C(C1O)=O)=O